methyl 6-bromo-8-chloro-4-methylquinoline-3-carboxylate BrC=1C=C2C(=C(C=NC2=C(C1)Cl)C(=O)OC)C